FC=1C=C(C=CC1)N1C[C@@H](CCC1)NC1=CC(=NC=N1)N1CCN(CC1)CCC(=O)O (R)-3-(4-(6-((1-(3-fluorophenyl)piperidin-3-yl)amino)pyrimidin-4-yl)piperazin-1-yl)propanoic acid